CC(C(=O)OCCNC(=O)OC1=CC=C(C=C1C=1C=C(C=CC1OC(=O)NCCOC(C(=C)C)=O)C1=CC=CC=C1)C1=CC=CC=C1)=C ((([1,1':3',1'':3'',1'''-quaterphenyl]-4',6''-diylbis(oxy))bis(carbonyl))bis(azanediyl))bis(ethane-2,1-diyl) bis(2-methylacrylate)